OC[C@@H]1OCC2(C1)CCN(CC2)C2=CC=CC(=N2)C2=NC1=CC(=NC=C1C=C2)CNC(C2=CN=CC(=C2)S(=O)(=O)C)=O |r| (Racemic)-N-((2-(6-(3-(hydroxymethyl)-2-oxa-8-azaspiro[4.5]decan-8-yl)pyridin-2-yl)-1,6-naphthyridin-7-yl)methyl)-5-(methylsulfonyl)nicotinamide